6-Chloro-5-cyano-N-(3-methoxy-1H-indazol-5-yl)-3,4-dimethylpicolinamide ClC1=C(C(=C(C(=N1)C(=O)NC=1C=C2C(=NNC2=CC1)OC)C)C)C#N